diethyl 2-(3-chloro-2-methyl-5-nitrobenzyl)malonate ClC=1C(=C(CC(C(=O)OCC)C(=O)OCC)C=C(C1)[N+](=O)[O-])C